COC1=NC=CC(=C1)CC(=O)NC1=NNC(=C1)[C@@H]1C[C@@H](CC1)N(C([O-])=O)C(C(F)(F)F)CC (1R,3S)-3-(3-{[(2-methoxypyridin-4-yl)acetyl]amino}-1H-pyrazol-5-yl)cyclopentyl[(2ξ)-1,1,1-trifluorobutan-2-yl]carbamate